N-vinyl-N-methylformamide C(=C)N(C=O)C